(4-Carboxybutyl)-triphenyl-phosphonium bromide [Br-].C(=O)(O)CCCC[P+](C1=CC=CC=C1)(C1=CC=CC=C1)C1=CC=CC=C1